C(C)OC(=O)C=1N=CSC1CC(CO)O 5-(2,3-dihydroxypropyl)-1,3-thiazole-4-carboxylic acid ethyl ester